C(C)OC(=O)OC[C@@]12CCC[C@H]1[C@@H]1CCC3=CC(C=C[C@]3(C)[C@H]1[C@H](C2)O)=O alpha-ethoxycarbonyloxy-11beta-hydroxy-3-oxoandrosta-1,4-diene